NC=1SC(=CN1)S(=O)(=O)NC=1C=CC(=C2C(=CNC12)C#N)C 2-amino-N-(3-cyano-4-methyl-1H-indol-7-yl)thiazole-5-sulfonamide